2-(2,3-Dihydrobenzo-furan-5-yl)imidazo[1,2-a]pyrimidine O1CCC2=C1C=CC(=C2)C=2N=C1N(C=CC=N1)C2